3-chloropropyldimethylethoxysilane tert-Butyl-(3-(1-(4-chloro-3-fluorophenyl)-1H-1,2,3-triazol-4-yl)bicyclo[1.1.1]pentan-1-yl)carbamate C(C)(C)(C)N(C(O)=O)C12CC(C1)(C2)C=2N=NN(C2)C2=CC(=C(C=C2)Cl)F.ClCCC[Si](OCC)(C)C